C=CCC=CC=CC 1,4,6-octatriene